C1(CCCC1)P(C1=CC(=CC=C1)OC(F)(F)F)C1CCCC1 dicyclopentyl-(3-trifluoromethoxyphenyl)phosphine